2-((1r,2r)-2-aminocyclohexyl)-5-chloro-3-(fluoromethyl)-N-(thiophen-2-ylmethyl)thieno[3,2-b]pyridin-7-amine N[C@H]1[C@@H](CCCC1)C1=C(C2=NC(=CC(=C2S1)NCC=1SC=CC1)Cl)CF